FC=1C(=C(C=CC1F)[C@@H]1[C@H](O[C@@]([C@@H]1C)(C(F)(F)F)C)C(=O)NC1=CC(=NC=C1)C(=O)N)OC(C)C |o1:8,9,11,12| rel-(2S,3R,4R,5S)-4-[[3-(3,4-difluoro-2-isopropoxy-phenyl)-4,5-dimethyl-5-(trifluoromethyl)tetrahydrofuran-2-carbonyl]amino]pyridine-2-carboxamide